N-methoxy-N-methyl-4-(4-phenoxyphenyl)butanamide CON(C(CCCC1=CC=C(C=C1)OC1=CC=CC=C1)=O)C